2-(4-Cyclopropylphenoxy)tetrahydro-2H-pyran C1(CC1)C1=CC=C(OC2OCCCC2)C=C1